N-(2-aminopropyl)-2-aminoethylsilantriol NC(CNCC[Si](O)(O)O)C